C(N)(OCC1=CC(=C(C=C1CCO)CCO)COC(N)=O)=O bis(2-hydroxyethyl)-m-xylylene dicarbamate